6-(Cyclopropanecarboxamido)-4-((1-(ethyl-d5)-4-fluoro-7-methoxy-1H-indazol-6-yl)amino)nicotinic acid C1(CC1)C(=O)NC1=NC=C(C(=O)O)C(=C1)NC1=CC(=C2C=NN(C2=C1OC)C(C([2H])([2H])[2H])([2H])[2H])F